2-((1r,5S,6S)-3-(7,7-difluoro-2-((S)-2-methylazetidin-1-yl)-6,7-dihydro-5H-cyclopenta[d]pyrimidin-4-yl)-3-azabicyclo[3.1.0]hex-6-yl)-1-(piperazin-1-yl)ethan-1-one FC1(CCC2=C1N=C(N=C2N2C[C@@H]1C([C@@H]1C2)CC(=O)N2CCNCC2)N2[C@H](CC2)C)F